C(#N)C1=CC=C(C=C1)S(=O)(=O)N1CC(N(CC1)C(C1=CC(=C(C(=C1)O)O)O)=O)C(=O)N(C1=CC=CC=C1)C 4-((4-cyanophenyl)sulfonyl)-N-methyl-N-phenyl-1-(3,4,5-trihydroxybenzoyl)piperazine-2-carboxamide